COC1=C(C=CC(=C1)C1=CC=C(C=C1)C(F)(F)F)C1=CC=C(N1)C(=O)NC (2S,5R)-5-[2-methoxy-4-(4-trifluoromethylphenyl)phenyl]-N-methyl-pyrrole-2-carboxamide